(2R,3S)-Methyl 3-(1,4-dimethyl-1H-benzo[d][1,2,3]triazol-5-yl)-3-(3-(((R)-2-ethyl-2,3-dihydrobenzo[f][1,4]oxazepin-4(5H)-yl)methyl)-4-methylphenyl)-2-methylpropanoate CN1N=NC2=C1C=CC(=C2C)[C@@H]([C@H](C(=O)OC)C)C2=CC(=C(C=C2)C)CN2C[C@H](OC1=C(C2)C=CC=C1)CC